C(=O)[O-].[Se+2].C(=O)[O-] selenium format